6-neopentyl-N-(pivaloyloxy)benzo[b]thiophene-2-carboxamide C(C(C)(C)C)C=1C=CC2=C(SC(=C2)C(=O)NOC(C(C)(C)C)=O)C1